Cl.BrC1=CC=C(C=C1)/C=C/C(=O)N1CCNCC1 (E)-3-(4-bromophenyl)-1-(piperazin-1-yl)prop-2-en-1-one hydrochloride